O1CC[C@@H](C2=CC=CC=C12)NC(=O)C1=CC2=C(N=C(S2)C2=CC=NC=C2)C=C1 (S)-N-(chroman-4-yl)-2-(pyridin-4-yl)benzo[d]thiazole-6-carboxamide